(3R,4S)-3,4-dicyclopropyltetrahydrofuran-3,4-diol C1(CC1)[C@]1(COC[C@@]1(O)C1CC1)O